2-(4-(4-acryloyl-piperazin-1-yl)-6-chloro-quinazolin-7-yl)benzamide C(C=C)(=O)N1CCN(CC1)C1=NC=NC2=CC(=C(C=C12)Cl)C1=C(C(=O)N)C=CC=C1